N(=[N+]=[N-])C1=NON=C1O 3-azido-4-hydroxyfurazan